6-(4,4-difluoropiperidin-1-yl)-5-(1-methyl-1H-pyrazol-4-yl)pyridine FC1(CCN(CC1)C1=C(C=CC=N1)C=1C=NN(C1)C)F